di-t-butylbenzenediol C(C)(C)(C)C=1C(=C(C(=CC1)O)O)C(C)(C)C